ClC1=C(C=C(C=N1)OC=1C=CC=C2CC(COC12)N)C 8-{(6-chloro-5-methylpyridin-3-yl)oxy}chroman-3-amine